C(=O)(OC(C)(C)C)N(C(N)=N)C(=O)OC(C)(C)C N',N'-dibocguanidine